NC=1OC=NN1 2-amino-1,3,4-oxadiazole